Indeno[2,1-d]pyrimidin-9-one N1=CN=CC2=C1C(C=1C=CC=CC12)=O